OC1=CC=NN1C1CCN(CC1)C(=O)OC(C)(C)C tert-butyl 4-(5-hydroxypyrazol-1-yl)piperidine-1-carboxylate